octan-2-amine hydrochloride salt Cl.CC(CCCCCC)N